(1-(6-(2-oxopyrrolidin-1-yl)pyridin-2-yl)-1H-pyrazolo[4,3-c]pyridin-6-yl)acetamide O=C1N(CCC1)C1=CC=CC(=N1)N1N=CC=2C=NC(=CC21)CC(=O)N